methyl 2-(1-benzyl-4,4-difluoro-5-methylpiperidin-3-yl)-2-methylpropanoate C(C1=CC=CC=C1)N1CC(C(C(C1)C)(F)F)C(C(=O)OC)(C)C